di(4-aminophenyl)piperazine NC1=CC=C(C=C1)N1CCN(CC1)C1=CC=C(C=C1)N